N1=CC(=CC=C1)C1=CNC2=NC=CN=C21 7-(pyridin-3-yl)-5H-pyrrolo[2,3-b]pyrazin